CC1(OCC2(C1)CCC(CC2)CN2[C@@H]([C@H]([C@@H]([C@H](C2)O)O)O)CO)C (2R,3R,4R,5S)-1-(((5S,8s)-3,3-dimethyl-2-oxaspiro[4.5]decan-8-yl)methyl)-2-(hydroxymethyl)piperidine-3,4,5-triol